2-(1-(8-chloro-1,1-dihydroxy-2-phenyl-2H-benzo[e][1,2]thiazin-3-yl)ethyl)isoindoline-1,3-dione ClC1=CC=CC=2C=C(N(S(C21)(O)O)C2=CC=CC=C2)C(C)N2C(C1=CC=CC=C1C2=O)=O